tert-butyl 4-[5-(4,4,5,5-tetramethyl-1,3,2-dioxaborolan-2-yl)pyridin-2-yl]piperidin-1-carboxylate CC1(OB(OC1(C)C)C=1C=CC(=NC1)C1CCN(CC1)C(=O)OC(C)(C)C)C